CC(=CCC1=C(C=C2C(=C1)C=CC(=O)O2)O)C The molecule is a hydroxycoumarin that is 7-hydroxycoumarin which is substituted at position 6 by a 3-methylbut-2-en-1-yl group. A natural product found in Citropsis articulata. It has a role as a plant metabolite.